F[C@H]1CN(CC[C@H]1NC1=CC=CC2=C(N(N=C12)C#CCNC1=C(C=C(C=C1)S(=O)(=O)C)OC)C(=C)C(F)(F)F)C N-((3S,4R)-3-fluoro-1-methylpiperidin-4-yl)-2-(3-((2-methoxy-4-(methylsulfonyl)phenyl)amino)prop-1-yn-1-yl)-3-(3,3,3-trifluoroprop-1-en-2-yl)-2H-indazol-7-amine